7-Cyclopropyl-N,N-dimethylnaphtho[2,1-d]oxazol-2-amine C1(CC1)C=1C=C2C=CC=3N=C(OC3C2=CC1)N(C)C